2-(methylsulfonyl)thiazole-4-carboxylic acid ethyl ester C(C)OC(=O)C=1N=C(SC1)S(=O)(=O)C